N1=CC(=CC=C1)C1=CN=C2N1N=C(C=C2)C=2SC=CC2 3-(3-pyridyl)-6-(2-thienyl)imidazo[1,2-b]pyridazine